N1C=CC2=CC(=CC=C12)C1=C(C=2N(C3=C(C(=CC=C3OC2C=C1)C=1C=C2C=CNC2=CC1)C)C(C)=O)C 1-(2,8-di(1H-indol-5-yl)-1,9-dimethyl-10H-phenoxazin-10-yl)ethan-1-one